FC(OC1=CC(=C(C=C1F)NS(=O)(=O)C1=CNC(=C1)C1=C(C(=CC=C1)F)OC)F)F N-[4-(difluoromethoxy)-2,5-difluorophenyl]-5-(3-fluoro-2-methoxyphenyl)-1H-pyrrole-3-sulfonamide